FCCC12CC(C1)C2 3-(2-fluoroethyl)bicyclo[1.1.1]pentan